3-Bromo-2-methyl-4-(6-methylpyridin-2-yl)butan-2-ol BrC(C(C)(O)C)CC1=NC(=CC=C1)C